1-nonyl-1-methylpiperidinium methanesulfonate CS(=O)(=O)[O-].C(CCCCCCCC)[N+]1(CCCCC1)C